S1CC=NC=C1C(=O)N=[N+]=[N-] [1,4]thiazine-6-carbonyl azide